(R)-N-(8,9-difluoro-6-oxo-1,2,3,4,5,6-hexahydrobenzo[c][1,7]naphthyridin-1-yl)-4-ethyl-6-fluoro-N-methyl-1H-indole-2-carboxamide FC=1C(=CC2=C(C(NC=3CNC[C@@H](C23)N(C(=O)C=2NC3=CC(=CC(=C3C2)CC)F)C)=O)C1)F